C1(=CC=CC=C1)[SiH]([C@@H](C)C=1C=C2C=CN(C2=CC1)C)C1=CC=CC=C1 (S)-5-(1-(diphenylsilyl)ethyl)-1-methyl-1H-indole